CC1(C(OB(O1)C=1C=C2C=NC=NC2=CC1)(C)C)C 6-(tetramethyl-1,3,2-dioxaborolan-2-yl)quinazoline